C(=O)O.C(#N)C=1C(=NC=C(C1C=1C=NC(=NC1)C#N)C1=CC(=C(C=C1)OC)O)N1CCC(CC1)NCC1=CC=C(C=C1)/C=C/C(=O)NO (E)-3-(4-(((1-(3-Cyano-4-(2-cyanopyrimidin-5-yl)-5-(3-hydroxy-4-methoxyphenyl)pyridin-2-yl)piperidin-4-yl)amino)methyl)phenyl)-N-hydroxyacrylamide formate